(5R)-N-(azetidin-3-yl)-5-(2,3-dichloro-6-hydroxyphenyl)pyrrolidine-3-carboxamide N1CC(C1)NC(=O)C1CN[C@H](C1)C1=C(C(=CC=C1O)Cl)Cl